The molecule is an organic heteropentacyclic compound of the class of epipolythiodioxopiperazine. Isolated from Chaetomium globosum and Farrowia seminuda, it exhibits immunosuppressive activity. It has a role as an immunosuppressive agent and a Chaetomium metabolite. It is a member of indoles, an organic disulfide and an organic heteropentacyclic compound. CN1C(=O)C2(N(C(=O)C1(SS2)CC3=CN(C4=CC=CC=C43)C56CC78C(=O)N(C(C(=O)N7C5NC9=CC=CC=C69)(SS8)CO)C)C)CO